C(C)(C)(C)OC(N[C@@H]1CN(C[C@H]1O)C1=NC=CC(=C1)C=1C(=C(C=C(C1)F)C1=CC(=C(C=C1)N1C(N(C=C1)C)=O)Cl)OC)=O ((3R,4R)-1-(4-(3'-chloro-5-fluoro-2-methoxy-4'-(3-methyl-2-oxo-2,3-dihydro-1H-imidazol-1-yl)-[1,1'-biphenyl]-3-yl)pyridin-2-yl)-4-hydroxypyrrolidin-3-yl)carbamic acid tert-butyl ester